(S)-5-Fluoro-N-(3-methyl-5-(trifluoromethyl)-1H-pyrazol-4-yl)-4-(3-oxo-3,4-dihydro-2H-pyrido[3,2-b][1,4]oxazin-6-yl)-2-((1,1,1-trifluoropropan-2-yl)oxy)benzamide FC=1C(=CC(=C(C(=O)NC=2C(=NNC2C(F)(F)F)C)C1)O[C@H](C(F)(F)F)C)C=1C=CC=2OCC(NC2N1)=O